Methyl 7-(4-hydroxyphenoxy)-1-methyl-indazole-5-carboxylate OC1=CC=C(OC=2C=C(C=C3C=NN(C23)C)C(=O)OC)C=C1